NC1=C(C(NC2=C(N=CC=C12)C=1C=NC=CC1OC)=O)C(=O)OCC ethyl 4-amino-8-(4-methoxy-3-pyridinyl)-2-oxo-1H-1,7-naphthyridine-3-carboxylate